3-(3-(2,2-dimethyl-2,3-dihydrobenzo[f][1,4]oxazepin-4(5H)-yl)-2,3-dihydro-1H-inden-5-yl)-3-(7-methoxy-1-methyl-1H-benzo[d][1,2,3]triazol-5-yl)propanoic acid, formic acid salt C(=O)O.CC1(OC2=C(CN(C1)C1CCC3=CC=C(C=C13)C(CC(=O)O)C1=CC3=C(N(N=N3)C)C(=C1)OC)C=CC=C2)C